4-bromo-2-nitrotrifluoro-methoxybenzene BrC1=C(C(=C(C(=C1F)F)OC)[N+](=O)[O-])F